2-bromo-6-fluoro-4-nitrophenol BrC1=C(C(=CC(=C1)[N+](=O)[O-])F)O